Methoxyisobutylisocyanide COC(C(C)C)[N+]#[C-]